ClC=1C=C(C=CC1)C1=CC(=C(C=N1)CNC(CC)=O)C1=NN(C=C1)C(F)F N-((6-(3-chlorophenyl)-4-(1-(difluoromethyl)-1H-pyrazol-3-yl)pyridin-3-yl)methyl)propionamide